C(=[NH+]N)(N)N AMINOGUANIDINIUM